N'-((1,2,3,5,6,7-hexahydro-s-indacen-4-yl-3,3,5,5-d4)-carbamoyl)-2-(2-hydroxy-propan-2-yl)thiazole-5-sulfonimidamide C1CC(C2=C(C=3C(CCC3C=C12)([2H])[2H])NC(=O)N=S(=O)(N)C1=CN=C(S1)C(C)(C)O)([2H])[2H]